2,3-dihydro-benzofuran-5-carboxylic acid [2-(4-dimethylamino-piperidin-1-yl)-benzooxazol-5-yl]-amide CN(C1CCN(CC1)C=1OC2=C(N1)C=C(C=C2)NC(=O)C=2C=CC1=C(CCO1)C2)C